(cis)-3-(5-bromo-3-iodo-7-(trifluoromethyl)-1H-indazol-1-yl)-1-methylcyclobutan-1-ol BrC=1C=C2C(=NN(C2=C(C1)C(F)(F)F)C1CC(C1)(O)C)I